CN1C2(COC2)CNCC1 5-methyl-2-oxa-5,8-diazaspiro[3.5]nonane